CC(C)(C)S(=O)N=C1CC2(C1)CCC2 2-methyl-N-{spiro[3.3]heptan-2-ylidene}propane-2-sulfinamide